C(C)(C)(C)OC(=O)N1[C@@H](C[C@H](CC1)OC1=NC(=NC(=C1)O[C@@H](C)[C@H]1N(CCC1)C)C(N)=NO)CC#N (2R,4S)-2-(cyanomethyl)-4-{[2-(N'-hydroxycarbamimidoyl)-6-[(1S)-1-[(2S)-1-methylpyrrolidin-2-yl]ethoxy]pyrimidin-4-yl]oxy}piperidine-1-carboxylic acid tert-butyl ester